C(C1CO1)OCC1CO1 Diglycidylether